N1C(=NC2=C1C=CC=C2)[C@H]2N(CCC1=C2N=CN1)C(=O)C1=CN=C(S1)C1=NC=CC=C1 (S)-(4-(1H-benzo[d]imidazol-2-yl)-6,7-dihydro-1H-imidazo[4,5-c]pyridin-5(4H)-yl)(2-(pyridin-2-yl)thiazol-5-yl)methanone